FC1(CC(C1)CNC(=O)C=1C=NN2C1C=C(C=C2)C2=CNC=1N=C(N=CC12)N[C@@H]1CC[C@@H](CC1)OCC)F N-((3,3-difluorocyclobutyl)methyl)-5-(2-((cis-4-ethoxycyclohexyl)amino)-7H-pyrrolo[2,3-d]pyrimidin-5-yl)pyrazolo[1,5-a]pyridine-3-carboxamide